C(C)(C)(C)C1=NC=2N(C(=C1)Cl)N=CC2C2=CC=C(C=C2)F 5-(tert-butyl)-7-chloro-3-(4-fluorophenyl)pyrazolo[1,5-a]pyrimidine